(S)-N-[(1R)-1-(5-bromothiazol-2-yl)ethyl]-2-methylpropan-2-sulfinamide BrC1=CN=C(S1)[C@@H](C)N[S@@](=O)C(C)(C)C